ClC1=NC=CC(=C1N)N Chloropyridine-3,4-diamine